2-((4-(6-((4-(cyclopropanecarbonyl)-2-fluorobenzyl)oxy)pyridin-2-yl)piperidin-1-yl)methaneyl)-1-((1-fluorocyclobutyl)methyl)-1H-benzo[d]imidazole-6-carboxylic acid C1(CC1)C(=O)C1=CC(=C(COC2=CC=CC(=N2)C2CCN(CC2)CC2=NC3=C(N2CC2(CCC2)F)C=C(C=C3)C(=O)O)C=C1)F